4-nitro-2-(4-[(2-cyanobenzyl)(1-tetrahydro-2H-pyran-2-yl-1H-indazol-5-yl)amino]carbonyl-1,5-dimethyl-1H-pyrrol-2-yl)benzoic acid [N+](=O)([O-])C1=CC(=C(C(=O)O)C=C1)C=1N(C(=C(C1)C(=O)N(C=1C=C2C=NN(C2=CC1)C1OCCCC1)CC1=C(C=CC=C1)C#N)C)C